4-(1-{1-[4-(methylsulfonyl)-phenyl]ethyl}-1H-pyrazol-4-yl)-1H-pyrrolo[2,3-b]pyridine CS(=O)(=O)C1=CC=C(C=C1)C(C)N1N=CC(=C1)C1=C2C(=NC=C1)NC=C2